[Na+].S(=O)(=O)([O-])C1=C(C(=O)OC)C=CC=C1C(=O)OC dimethyl sulfoisophthalate sodium salt